C(#N)C1=CC2=C(CN(C[C@H]2C2=C(C=CC=C2)C=2C(=NN(C2)CC)C(F)(F)F)C(/C=C/CN2CC(CC2)C(=O)OC(C)(C)C)=O)S1 tert-butyl 1-((E)-4-((S)-2-cyano-4-(2-(1-ethyl-3-(trifluoromethyl)-1H-pyrazol-4-yl)phenyl)-4,7-dihydrothieno[2,3-c]pyridin-6(5H)-yl)-4-oxobut-2-en-1-yl)pyrrolidine-3-carboxylate